O1COC2=C1C=CC(=C2)S(=O)(=O)N2CC(OCC2)C2=C(SC1=C2C=CC=C1)C(=O)N [4-(1,3-benzodioxol-5-ylsulfonyl)morpholin-2-yl]benzothiophene-2-carboxamide